(S)-1-((2-(Allylamino)-6-methylpyridin-3-yl)sulfonyl)-N-(but-3-en-1-yl)-N-(4,4-difluorocyclohexyl)pyrrolidine-2-carboxamide C(C=C)NC1=NC(=CC=C1S(=O)(=O)N1[C@@H](CCC1)C(=O)N(C1CCC(CC1)(F)F)CCC=C)C